tert-butyl (4-(prop-1-en-2-yl)pyrimidin-5-yl)carbamate C=C(C)C1=NC=NC=C1NC(OC(C)(C)C)=O